F\C(=C/C1=CC=C(C(=C1N1CC2(CCC1)CCN(CC2)CCO)C(F)(F)F)OC2=C(C=CC=C2)F)\C2=NC=CC(=N2)C=2C=NSC2 (Z)-2-(2-(6-(2-fluoro-2-(4-(isothiazol-4-yl)pyrimidin-2-yl)vinyl)-3-(2-fluorophenoxy)-2-(trifluoromethyl)phenyl)-2,9-diazaspiro[5.5]undecan-9-yl)ethan-1-ol